ClC=1C=C2N=CC(=NC2=CC1)OC1=CC=C(O[C@H](C(=O)Cl)C)C=C1 (S)-2-(4-((6-chloroquinoxalin-2-yl)oxy)phenoxy)propanoyl chloride